5-ethyl-2-(pyridin-2-yl)-1H-indole-6-carboxylic acid C(C)C=1C=C2C=C(NC2=CC1C(=O)O)C1=NC=CC=C1